6-chloro-3-(4,4,5,5-tetramethyl-1,3,2-dioxaborolan-2-yl)-1-[[2-(trimethylsilyl)ethoxy]methyl]pyrrolo[2,3-b]pyridine ClC1=CC=C2C(=N1)N(C=C2B2OC(C(O2)(C)C)(C)C)COCC[Si](C)(C)C